[C@@H]1(CC=CCC1)C(=O)O (R)-3-cyclohexene-1-formic acid